[N+](=[N-])=CC(CC[C@@H](C(=O)OC(C)C)NC([C@H](C1=CC=CC=C1)O)=O)=O isopropyl (S)-6-diazo-2-((S)-2-hydroxy-2-phenylacetamido)-5-oxohexanoate